C(CCCCCCC)(=O)[O-] octaneate